ClC1=CC(=C(C=C1)C1=NC(=NC2=C1N=C(N(C2=O)C)C)N2CCOC1(C2)CCN(CC1)C)F 8-(4-chloro-2-fluorophenyl)-2,3-dimethyl-6-(9-methyl-1-oxa-4,9-diazaspiro[5.5]undecan-4-yl)pyrimido[5,4-d]pyrimidin-4(3H)-one